Cl.OC=1C=C(C=CC1O)C(CN1CCN(CC1)C=1C=C(C=CC1)C)=O 1-(3,4-dihydroxyphenyl)-2-(4-(m-tolyl)piperazin-1-yl)ethan-1-one hydrochloride